N-methyl-4,5-epoxymorphinan CN1[C@H]2[C@@H]3CCCC4[C@@]3(C=3C(=CC=CC3C2)O4)CC1